menthan C1(CCC(CC1)C(C)C)C